CNC(=O)C=1NC=C(C1)NC1=NC2=CC=C(C=C2C=N1)C N-methyl-4-((6-methylquinazolin-2-yl)amino)-1H-pyrrole-2-carboxamide